C(C1CO1)OCCOC1=CC=C(C=C1)C1(CCC2=CC=CC=C12)C1=CC=C(C=C1)OCCOCC1CO1 1,1-bis[4-(2-glycidoxyethoxy)phenyl]indane